2,2'-methylene-bis[6-(o-isocyanatobenzyl)phenyl] diisocyanate C(C1=C(C(=CC=C1)CC1=C(C=CC=C1)N=C=O)N=C=O)C1=C(C(=CC=C1)CC1=C(C=CC=C1)N=C=O)N=C=O